ClC1=C(C(N(C=C1)C1=NC=C(C(=C1)N1C(C=C(C=C1C)OC([2H])([2H])C1=NC=C(C=C1F)F)=O)C)=O)C(C)(C)O chloro-4''-((3,5-difluoropyridin-2-yl)methoxy-d2)-3-(2-hydroxypropan-2-yl)-5',6''-dimethyl-2h,2''h-[1,2':4',1''-terpyridin]-2,2''-dione